4-fluorobenzyl-L-cysteine FC1=CC=C(CN[C@@H](CS)C(=O)O)C=C1